(S)-1-cyano-N-methyl-N-(3-phenylisoxazol-5-yl)pyrrolidine-2-carboxamide C(#N)N1[C@@H](CCC1)C(=O)N(C1=CC(=NO1)C1=CC=CC=C1)C